CN(CCC1=C(C=CC(=N1)N)C1CCOCC1)C 6-(2-(dimethylamino)ethyl)-5-(tetrahydro-2H-pyran-4-yl)pyridin-2-amine